BrC=1C(N(C=CC1N[C@@H]1C[C@@H](CN(C1)C)C1=CC=C(C(=O)N2CCC3(CC2)CCC(CC3)C3=CC=C(C=C3)C3C(NC(CC3)=O)=O)C=C1)C)=O 3-[4-[3-[4-[(3R,5R)-5-[(3-bromo-1-methyl-2-oxo-4-pyridyl)amino]-1-methyl-3-piperidyl]benzoyl]-3-azaspiro[5.5]undecan-9-yl]phenyl]piperidine-2,6-dione